CN1CCN(CC1)C1=CC=C(C=C1)NC1=NC=C(C(=N1)N1CCCC1)C=CC#N 3-{2-[4-(4-methylpiperazin-1-yl)phenylamino]-4-(pyrrolidin-1-yl)pyrimidin-5-yl}acrylonitrile